C(C=C)(=O)OC(C)(COC(C=C)=O)OCC 2-ethoxyl-2,3-propanediol diacrylate